CN(C)CC1CN(C1)C(=O)OC(CCCCCCCCCCCCCCCCCCC(=O)O)CCCCCCCCCCCCCCCCCCC(=O)O.C(C1CO1)C(=C(C(=O)O)C)CC1CO1.OC1=CC=C(C=C1)C(C)(C)C1=CC=C(C=C1)O bisphenol A diglycidyl-methacrylate 2-((3-((Dimethylamino)methyl)azetidine-1-carbonyl)oxy)propane-1,3-diyl-distearate